COC1=C(C(=CC=C1)OC)N1C(=NN=C1C=1C=NC=C(C1)C)NS(=O)(=O)[C@@H](C)[C@H](C)C1=NC=C(C=N1)C (2s,3r)-N-(4-(2,6-dimethoxyphenyl)-5-(5-methyl-3-pyridinyl)-4H-1,2,4-triazol-3-yl)-3-(5-methyl-2-pyrimidinyl)-2-butanesulfonamide